ClC1=CC=C(C=C1)[C@@]1(CC[C@@H]2N(CCN(C2)C(=O)C=2C=CC(N(C2Cl)C)=O)C1)O 5-[(7R,9aS)-7-(4-chlorophenyl)-7-hydroxy-3,4,6,8,9,9a-hexahydro-1H-pyrido[1,2-a]pyrazine-2-carbonyl]-6-chloro-1-methylpyridin-2-one